β-phenyl-serine C1(=CC=CC=C1)C([C@H](N)C(=O)O)O